C(C)(C)(C)C=1C=CC2=C(C3=C(O2)C=C(C=C3)NC3=C(C=C(C=C3)C(C)(C)C)C3=CC=CC=C3)C1 8-(tert-butyl)-N-(5-(tert-butyl)-[1,1'-biphenyl]-2-yl)dibenzo[b,d]furan-3-amine